4-(4-Chlorobenzyl)-2-ethyl-1,2,4-thiadiazolidine-3,5-dione ClC1=CC=C(CN2C(N(SC2=O)CC)=O)C=C1